rac-4-(((6-((1R,6S)-2,5-Diazabicyclo[4.2.0]octan-2-yl)pyridin-2-yl)oxy)methyl)-3-fluorobenzonitrile [C@@H]12N(CCN[C@H]2CC1)C1=CC=CC(=N1)OCC1=C(C=C(C#N)C=C1)F |r|